N-(3-bromobenzyl)ethenesulfonamide Zinc-Magnesium-Aluminum [Al].[Mg].[Zn].BrC=1C=C(CNS(=O)(=O)C=C)C=CC1